7-(5-(bis(2-chloroethyl)amino)-1-methyl-1H-benzo[d]imidazol-2-yl)-N-hydroxyheptanamide ClCCN(C1=CC2=C(N(C(=N2)CCCCCCC(=O)NO)C)C=C1)CCCl